C(C=C)(=O)N1C[C@H](CC1)NC1=NC=C(C=2N=CN(C(C21)=O)C)C2=NC=C(C=C2)OC(F)(F)F (S)-5-((1-acryloylpyrrolidin-3-yl)amino)-3-methyl-8-(5-(trifluoromethoxy)pyridin-2-yl)pyrido[4,3-d]pyrimidin-4(3H)-one